C(C)(C)(C)OC(=O)N1CCN(CC1)C1=C2C=C(N(C2=CC=C1)CC1=CC=CC=C1)C(F)(F)F 4-[1-benzyl-2-(trifluoromethyl)-1H-indol-4-yl]Piperazine-1-carboxylic acid tert-butyl ester